(2r,3as,6s,6ar)-6-((2-amino-3-bromoquinolin-7-yl)methyl)-2-(4-(methylamino)-7H-pyrrolo[2,3-d]pyrimidin-7-yl)hexahydro-2H-cyclopenta[b]furan-3,3a-diol NC1=NC2=CC(=CC=C2C=C1Br)C[C@@H]1CC[C@]2([C@@H]1O[C@H](C2O)N2C=CC1=C2N=CN=C1NC)O